(R)-6-((1-Hydroxy-2-methylpropan-2-yl)amino)N-(6-methyl-2-(2-methylmorpholino)pyrimidin-4-yl)-2-(6-azaspiro[2.5]octan-6-yl)nicotinamide OCC(C)(C)NC1=NC(=C(C(=O)NC2=NC(=NC(=C2)C)N2C[C@H](OCC2)C)C=C1)N1CCC2(CC2)CC1